6-(3-isopropyl-5-(1-(oxetan-3-yl)piperidin-4-yl)-1H-pyrrolo[2,3-c]pyridin-2-yl)-7,8-dimethyl-[1,2,4]triazolo[1,5-a]pyridine C(C)(C)C1=C(NC2=CN=C(C=C21)C2CCN(CC2)C2COC2)C=2C(=C(C=1N(C2)N=CN1)C)C